C(C)OC[C@H](CS)O (R)-1-ethoxy-3-mercaptopropan-2-ol